FC=1C=C2C(=NC1)NC=C2C2=NN1C(C(=N2)N[C@@H]2[C@H](C3CCC2CC3)C(=O)O)=CC(=C1)NC(C)=O (1R,2S,3S,4R)-3-((2-(5-fluoro-1H-pyrrolo[2,3-b]pyridin-3-yl)-6-(acetylamino)pyrrolo[2,1-f][1,2,4]triazin-4-yl)amino)bicyclo[2.2.2]octane-2-carboxylic acid